(S)-4,8-dimethyl-3-(1-propionyl-5-(p-tolyl)-4,5-dihydro-1H-pyrazol-3-yl)-1,7-naphthyridin-2(1H)-one CC1=C(C(NC2=C(N=CC=C12)C)=O)C1=NN([C@@H](C1)C1=CC=C(C=C1)C)C(CC)=O